di-tert-butyl (9H-xanthene-3,6-diyl)dicarbamate C1=CC(=CC=2OC3=CC(=CC=C3CC12)NC(OC(C)(C)C)=O)NC(OC(C)(C)C)=O